C1(CC1)C(=O)NC1=CC(=C(N=N1)C(=O)NC([2H])([2H])[2H])NC1=C(C(=CC=C1)N1C[C@H](CC1)NC(C=C)=O)OC 6-cyclopropaneamido-4-({2-methoxy-3-[(3S)-3-(prop-2-enamido)pyrrolidin-1-yl]phenyl}amino)-N-(2H3)methylpyridazine-3-carboxamide